7-[1-(2,2-difluoroethyl)-1H-pyrazolo[3,4-b]pyrazin-6-yl]-2-[6-(trifluoromethyl)pyridin-2-yl]-2,7-diazaspiro[4.5]decan-1-one FC(CN1N=CC=2C1=NC(=CN2)N2CC1(CCN(C1=O)C1=NC(=CC=C1)C(F)(F)F)CCC2)F